allyl-3-methylimidazole chloride [Cl-].C(C=C)C1=NC=CN1C